O=C1C(=CN(C(=C1)C1=CC=C(C=C1)N1CCCC1)C1=CC2=C(N=C(O2)N[C@@H]2COCC2)C=C1)C(=O)O (S)-4-Oxo-6-(4-(pyrrolidin-1-yl)phenyl)-1-(2-((tetrahydrofuran-3-yl)amino)benzo[d]oxazole-6-yl)-1,4-dihydropyridine-3-carboxylic acid